1-ethyl-3-(4-fluoro-3-(trifluoromethyl)phenyl)-5-(2-(3-fluoropyrrolidin-1-yl)-2-oxoethyl)-1H-pyrrolo[3,2-c]pyridin-4(5H)-one C(C)N1C=C(C=2C(N(C=CC21)CC(=O)N2CC(CC2)F)=O)C2=CC(=C(C=C2)F)C(F)(F)F